CNC1=C(C(C1=O)=O)NCCCN(CCCCCCCC(=O)OCCC(CCC)CCC)CCCCCCCC(OC(CCCCC)CCCCC)=O 3-Propylhexyl 8-((3-((2-(methylamino)-3,4-dioxocyclobut-1-en-1-yl)amino)propyl)(8-oxo-8-(undecan-6-yloxy)octyl)amino)octanoate